2,6-bis(3,6-bis(diphenylamino)-9H-carbazol-9-yl)-4-(2,6-diphenylpyridin-4-yl)benzonitrile C1(=CC=CC=C1)N(C=1C=CC=2N(C3=CC=C(C=C3C2C1)N(C1=CC=CC=C1)C1=CC=CC=C1)C1=C(C#N)C(=CC(=C1)C1=CC(=NC(=C1)C1=CC=CC=C1)C1=CC=CC=C1)N1C2=CC=C(C=C2C=2C=C(C=CC12)N(C1=CC=CC=C1)C1=CC=CC=C1)N(C1=CC=CC=C1)C1=CC=CC=C1)C1=CC=CC=C1